(S)-1-(2-aminoacetyl)-4,4-difluoropyrrolidine-2-carbonitrile hydrochloride Cl.NCC(=O)N1[C@@H](CC(C1)(F)F)C#N